C(C)O[Si](CCCSSCCC[Si](OCC)(OCC)OCC)(OCC)OCC bis-[3-(triethoxysilyl) propyl] disulfide